CC1=CC(=C(C(N1)=O)CC#N)C(F)(F)F 2-(6-methyl-2-oxo-4-(trifluoromethyl)-1,2-dihydropyridin-3-yl)acetonitrile